1-[5,6-dichloro-2-(2-fluoro-4-pyridyl)pyrimidin-4-yl]-6,6-difluoro-4-methyl-1,4-diazepan ClC=1C(=NC(=NC1Cl)C1=CC(=NC=C1)F)N1CCN(CC(C1)(F)F)C